N1C2(CCC1)CC1=CC=CC=C1C2 1,3-dihydro-spiro[inden-2,2'-pyrrolidine]